6-Bromo-2-(4-{4-[2-(1-methylethoxy)ethyl]-1,4-diazepan-1-yl}phenyl)-N-(1-methylpiperidin-4-yl)-3H-imidazo[4,5-b]pyridin-7-amine BrC=1C(=C2C(=NC1)NC(=N2)C2=CC=C(C=C2)N2CCN(CCC2)CCOC(C)C)NC2CCN(CC2)C